C(C)(C)(C)OC(=O)N1CCC(CC1)CN1C(N(C(C=C1)=O)C(=O)OC(C)(C)C)=O tert-Butyl 3-((1-(tert-butoxycarbonyl)piperidin-4-yl)methyl)-2,6-dioxo-3,6-dihydropyrimidine-1(2H)-carboxylate